C(C)(C)(C)OC(=O)N[C@H](C(=O)N1[C@@H]([C@H]2C([C@H]2C1)(C)C)C(=O)OC)CC1CC1 methyl (1R,2S,5S)-3-[(2S)-2-(tertbutoxycarbonylamino)-3-cyclopropyl-propanoyl]-6,6-dimethyl-3-azabicyclo[3.1.0]hexane-2-carboxylate